Cl.F[C@@H]1C[C@H](NC1)C(F)(F)F (2S,4R)-4-fluoro-2-(trifluoromethyl)pyrrolidine hydrochloride